C(C)C1(NC(N(C(C1)=O)CC1=CC(=NC=C1)C(N[C@H]1[C@@H](CC2=CC=CC=C12)O)=O)=[NH2+])CC [4,4-diethyl-1-[[2-[[(1R,2R)-2-hydroxyindan-1-yl]carbamoyl]-4-pyridyl]methyl]-6-oxo-hexahydropyrimidin-2-ylidene]ammonium